O1C(=CC=C1)C=1C(C(=C2COCCN2C1)C(=O)O)=O 7-(Furan-2-yl)-8-oxo-1,3,4,8-tetrahydropyrido[2,1-c][1,4]Oxazine-9-carboxylic acid